4-methylbenzene-sulfonohydrazide CC1=CC=C(C=C1)S(=O)(=O)NN